C(C)(C)C1=C(C=CC=C1)C1C(CCC1)=O 2-(2-Isopropylphenyl)cyclopentan-1-one